(R)-(3-Fluorophenyl)((2R,5S)-5-(piperidin-4-ylmethyl)pyrrolidin-2-yl)-methanol dihydrochloride HCl Cl.Cl.Cl.FC=1C=C(C=CC1)[C@@H](O)[C@@H]1N[C@@H](CC1)CC1CCNCC1